3,10-dimethylpyrimidino[4,5-b]quinoline-2,4(3H,10H)-dione dihydrochloride Cl.Cl.CN1C(N=C2N(C3=CC=CC=C3C=C2C1=O)C)=O